4-amino-1-methyl-5-(tetrahydro-2H-pyran-4-yl)-1H-pyrazole-3-carboxylic acid ethyl ester C(C)OC(=O)C1=NN(C(=C1N)C1CCOCC1)C